C(C)C(CC(C(=O)O)(OCC(=O)N)CC(CCCC)CC)CCCC di(2-ethylhexyl)diglycolamic acid